bis(cyclopentadienyl)bis[2,6-difluoro-3-(N-(2,4-dimethylpentanyl)-2,2-dimethylbutylamino)phenyl]titanium C1(C=CC=C1)[Ti](C1=C(C(=CC=C1F)N(CC(CC(C)C)C)CC(CC)(C)C)F)(C1=C(C(=CC=C1F)N(CC(CC(C)C)C)CC(CC)(C)C)F)C1C=CC=C1